1,2-dichloro-3-nitro-benzene ClC1=C(C(=CC=C1)[N+](=O)[O-])Cl